methyl N-(tert-butoxycarbonyl)-N-(8-methoxy-6-(5-methylpyrimidin-2-yl)quinazolin-4-yl)glycinate C(C)(C)(C)OC(=O)N(CC(=O)OC)C1=NC=NC2=C(C=C(C=C12)C1=NC=C(C=N1)C)OC